OC1=C(C=CC(=C1)C(F)(F)F)C1=C2C(=C(N=N1)N1C[C@](CC1)(O)C)N=C(C=C2)C (S)-1-(5-(2-hydroxy-4-(trifluoromethyl)phenyl)-2-methylpyrido[2,3-d]pyridazin-8-yl)-3-methylpyrrolidin-3-ol